ethyl 6-((1H-indazol-5-yl) carbamoyl)-7-(4-fluorophenyl)-5-methyl-4,7-dihydropyrazolo[1,5-a]pyrimidine-3-carboxylate N1N=CC2=CC(=CC=C12)NC(=O)C1=C(NC=2N(C1C1=CC=C(C=C1)F)N=CC2C(=O)OCC)C